((3R)-8-(2-methoxyphenoxy)-1-methyl-2-oxo-1,2,3,4-tetrahydroquinolin-3-yl)urea COC1=C(OC=2C=CC=C3C[C@H](C(N(C23)C)=O)NC(=O)N)C=CC=C1